2-[(2-methylphenyl)methyl]-6-(pyrazin-2-yl)-2H-pyrazolo[3,4-d]pyrimidin-4-amine CC1=C(C=CC=C1)CN1N=C2N=C(N=C(C2=C1)N)C1=NC=CN=C1